(Z)-2,2,4-trimethyl-1-((2-phenylprop-1-en-1-yl)oxy)pentan-3-yl isobutyrate C(C(C)C)(=O)OC(C(CO\C=C(\C)/C1=CC=CC=C1)(C)C)C(C)C